dinonyl 6,6'-((3-hydroxypropyl)azanediyl)dihexanoate OCCCN(CCCCCC(=O)OCCCCCCCCC)CCCCCC(=O)OCCCCCCCCC